(S)-6,7-dichloro-8-methoxy-1-methyl-1,2,3,5-tetrahydro-4H-pyrrolo[3,4-c]quinolin-4-one hydrochloride Cl.ClC1=C(C(=CC=2C3=C(C(NC12)=O)CN[C@H]3C)OC)Cl